ClC=1C=C(O[C@H](CO)CCCO)C=CC1 (2S)-2-(3-chlorophenoxy)pentane-1,5-diol